ClC=1C=C(C=CC1)C(CC(C)=O)N=[N+]=[N-] 4-(3-chlorophenyl)-4-azido-2-butanone